3,5-di-tert-butyl-4-hydroxy-benzylphosphonic acid diethyl ester C(C)OP(OCC)(=O)CC1=CC(=C(C(=C1)C(C)(C)C)O)C(C)(C)C